CC=1SC(=CN1)C(=O)NC1=CC(=CC=C1)[C@H](C)NC1=CN=C2C(=N1)N(N=C2)C (S)-2-methyl-N-(3-(1-((1-methyl-1H-pyrazolo[3,4-b]pyrazin-6-yl)amino)ethyl)phenyl)thiazole-5-carboxamide